pentaAzol N1N=NN=N1